acrylaminosulfonate C(=O)(C=C)NS(=O)(=O)[O-]